ClC=1C=C(C=C2C(=C(C=NC12)C#N)N[C@H](CC)C1=CC=CC=C1)N[C@@H](C=1C(=NC(=CC1)F)C)C=1N=NN(C1)C1(CC1)C(F)F 8-chloro-6-(((S)-(1-(1-(difluoromethyl)cyclopropyl)-1H-1,2,3-triazol-4-yl)(6-fluoro-2-methylpyridin-3-yl)methyl)amino)-4-(((R)-1-phenylpropyl)amino)quinoline-3-carbonitrile